CC(C)C(C=C(C(C)C)NCCCC)=O 2,6-dimethyl-5-(butylamino)-4-hepten-3-one